2-(4-(bromomethyl)phenyl)-1-ethyl-4-(trifluoromethyl)-1H-imidazole BrCC1=CC=C(C=C1)C=1N(C=C(N1)C(F)(F)F)CC